N-((ethane-1,2-diylbis(oxy))bis(ethane-2,1-diyl))bisacrylamide C(COCCC=CC(=O)N)OCCC=CC(=O)N